6-(3-((6-((R)-3-(2-ethoxyphenoxy)piperidin-1-yl)pyrazin-2-yl)carbamoyl)pyrrolidin-1-yl)nicotinic acid C(C)OC1=C(O[C@H]2CN(CCC2)C2=CN=CC(=N2)NC(=O)C2CN(CC2)C2=NC=C(C(=O)O)C=C2)C=CC=C1